CN(CC(=O)O)S(=O)(=O)C1=CC=C(C=C1)C(\C=C\C1=CC(=C(C=C1)C(C)C)[N+](=O)[O-])=O 2-[Methyl-[4-[(E)-3-(3-nitro-4-propan-2-ylphenyl)prop-2-enoyl]phenyl]sulfonylamino]acetic acid